(S)-6-((methylsulfonyl)carbamoyl)-5-azaspiro[2.4]heptane-5-carboxylic acid tert-butyl ester C(C)(C)(C)OC(=O)N1CC2(CC2)C[C@H]1C(NS(=O)(=O)C)=O